2-((7-(hydroxymethyl)-5-methoxy-1-tosyl-1H-indol-4-yl)methyl)-2H-indazole-6-carbonitrile OCC=1C=C(C(=C2C=CN(C12)S(=O)(=O)C1=CC=C(C)C=C1)CN1N=C2C=C(C=CC2=C1)C#N)OC